C1(CC1)C1=C(C(=NO1)C1=C(C=CC=C1Cl)Cl)C1=CC2(C1)CCC(CC2)OC=2SC1=C(N2)C(=CC(=C1)C(=O)O)F ((2-(5-cyclopropyl-3-(2,6-dichlorophenyl)isoxazol-4-yl)spiro[3.5]non-1-en-7-yl)oxy)-4-fluorobenzo[d]thiazole-6-carboxylic acid